FC(\C=1\C2=NN=C(C=3C(=CC(=C(N4CCC[C@H]4CCCC/C1)N3)C(F)(F)F)NC(OC(C)(C)C)=O)O2)(F)F tert-Butyl N-[(6E,12R)-6,18-bis(trifluoromethyl)-22-oxa-3,4,16,21-tetraazatetracyclo[15.3.1.12,5.012,16]docosa-1(21),2,4,6,17,19-hexaen-20-yl]carbamate